N-(1-(3-(4-(trifluoromethyl)phenyl)imidazo[1,5-a]pyridin-1-yl)-pyrrolidin-3-yl)acrylamide FC(C1=CC=C(C=C1)C1=NC(=C2N1C=CC=C2)N2CC(CC2)NC(C=C)=O)(F)F